P(=S)#CC=1C(NC(N([C@H]2C[C@H](O)[C@@H](CO)O2)C1)=O)=O thiophosphoryl-deoxythymidine